N-(o-methoxyphenyl)butanamide COC1=C(C=CC=C1)NC(CCC)=O